CN1C2=C(C=3C=CC(=CC13)C=1C=CC(=NC1)OC1CC(C1)OC1CCN(CC1)CCN1CCN(CC1)CC(=O)O)C=NC=C2 2-[4-[2-[4-[3-[[5-(5-Methylpyrido[4,3-b]indol-7-yl)-2-pyridyl]oxy]cyclobutoxy]-1-piperidyl]ethyl]piperazin-1-yl]acetic acid